ClC1=C2C=NN(C2=CC=C1\N=C(\SC)/NC(=O)C1=CC(=C(OCC(=O)OC(C)(C)C)C=C1)OC)C1OCCCC1 tert-butyl 2-[4-[[(E)-N-(4-chloro-1-tetrahydropyran-2-yl-indazol-5-yl)-C-methylsulfanyl-carbonimidoyl] carbamoyl]-2-methoxy-phenoxy]acetate